tert-Butyl 4-(methylcarbamoyl)piperidine-1-carboxylate CNC(=O)C1CCN(CC1)C(=O)OC(C)(C)C